FC=1C=C(C(=O)NC2=CC(=NN2C)C(F)(F)F)C=CC1 3-fluoro-N-(1-methyl-3-(trifluoromethyl)-1H-pyrazol-5-yl)benzamide